OCC[N+]1(CCNCC1)CCO 1,1-bis(2-hydroxyethyl)piperazinium